(2R,6S)-9-(trifluoromethoxy)-3,4,5,6-tetrahydro-2H-2,6-methanobenzo[b][1,5]oxazocine FC(OC=1C=CC2=C(O[C@@H]3CCN[C@H]2C3)C1)(F)F